[(1S)-3-ethoxy-1-methyl-3-oxo-propyl] 2-chloro-5-[3-chloro-5-(trifluoromethyl)-2-pyridyl]-4-fluoro-benzoate ClC1=C(C(=O)O[C@H](CC(=O)OCC)C)C=C(C(=C1)F)C1=NC=C(C=C1Cl)C(F)(F)F